bis(trifluoromethanesulfonyl)imide lithium salt [Li+].[N-](S(=O)(=O)C(F)(F)F)S(=O)(=O)C(F)(F)F